diallyl bicyclo[2.2.1]hept-5-ene-2,3-dicarboxylate C12C(C(C(C=C1)C2)C(=O)OCC=C)C(=O)OCC=C